tert-butyl N-[(3R)-7-(5-tert-butyl-1,3,4-oxadiazol-2-yl)-8-fluoro-1-imino-1,4-dioxo-5-[[4-(trifluoromethoxy)phenyl]methyl]-2,3-dihydro-1λ6,5-benzothiazepin-3-yl]carbamate C(C)(C)(C)C1=NN=C(O1)C=1C(=CC2=C(N(C([C@H](CS2(=O)=N)NC(OC(C)(C)C)=O)=O)CC2=CC=C(C=C2)OC(F)(F)F)C1)F